(S)-N-((1s,3R)-1-(5-bromo-3-fluoropyridin-2-yl)-3-((tert-butyldimethylsilyl)oxy)-3-methylcyclobutyl)-2-methylpropane-2-sulfinamide BrC=1C=C(C(=NC1)C1(CC(C1)(C)O[Si](C)(C)C(C)(C)C)N[S@@](=O)C(C)(C)C)F